7-((5-(4-hydroxy-4-methylpiperidin-1-yl)pyridin-2-yl)amino)-4-(imidazo[1,2-a]pyrazin-3-yl)isoindolin-1-one OC1(CCN(CC1)C=1C=CC(=NC1)NC=1C=CC(=C2CNC(C12)=O)C1=CN=C2N1C=CN=C2)C